O1C=CC2=C1C=CC=C2CN2CCC1(CC2)COC2=C3CN(C(C3=CC=C21)=O)C2C(NC(CC2)=O)=O 3-(1'-(benzofuran-4-ylmethyl)-6-oxo-6,8-dihydro-2H,7H-spiro[furo[2,3-e]isoindole-3,4'-piperidin]-7-yl)piperidine-2,6-dione